ClC=1C=C2C=C(N(C2=CC1)C(=O)OC(C)(C)C)C(N[C@H](C(=O)OC)CC1=CC=C(C=C1)OC)=O tert-Butyl (S)-5-chloro-2-((1-methoxy-3-(4-methoxyphenyl)-1-oxopropan-2-yl)carbamoyl)-1H-indole-1-carboxylate